(R)-2-cyclopropyl-N-(1-(4'-(dimethylamino)-[1,1'-biphenyl]-3-yl)ethyl)-6,7-dimethoxyquinazoline-4-amine C1(CC1)C1=NC2=CC(=C(C=C2C(=N1)N[C@H](C)C=1C=C(C=CC1)C1=CC=C(C=C1)N(C)C)OC)OC